benzyl 9-(4-oxo-4,9-dihydro-3H-pyrimido[4,5-b]indol-7-yl)-3,9-diazaspiro[5.5]undecane-3-carboxylate O=C1NC=NC=2NC3=CC(=CC=C3C21)N2CCC1(CCN(CC1)C(=O)OCC1=CC=CC=C1)CC2